C1(=CC=C(C=C1)N)N 1,4-Phenylenediamine